3-[1-(2,6-dichloro-3-fluoro-phenyl)-ethoxy]-5-pyridin-4-yl-pyrazin-2-ylamine ClC1=C(C(=CC=C1F)Cl)C(C)OC=1C(=NC=C(N1)C1=CC=NC=C1)N